undecyl 6-bromo-2,2-dimethyl-hexanoate BrCCCCC(C(=O)OCCCCCCCCCCC)(C)C